1-Decyl-3-butylpiperidinium triflat [O-]S(=O)(=O)C(F)(F)F.C(CCCCCCCCC)[NH+]1CC(CCC1)CCCC